(R)-(4-(3-hydroxy-3-methylpiperidin-1-yl)-2-((tetrahydro-1H-pyrrolizin-7a(5H)-yl)methoxy)-5,7-dihydro-6H-pyrrolo[3,4-d]pyrimidin-6-yl)(3-hydroxy-8-iodonaphthalen-1-yl)methanone O[C@]1(CN(CCC1)C=1C2=C(N=C(N1)OCC13CCCN3CCC1)CN(C2)C(=O)C2=CC(=CC1=CC=CC(=C21)I)O)C